N-(2-((4-fluorobenzyl)amino)pyrimidin-4-yl)-N-(4-fluorophenyl)cyclopropane-1,1-dicarboxamide FC1=CC=C(CNC2=NC=CC(=N2)N(C(=O)C2(CC2)C(=O)N)C2=CC=C(C=C2)F)C=C1